{8-bromo-2-iodo-6-methoxyimidazo[1,2-a]pyridin-3-yl}methanol BrC=1C=2N(C=C(C1)OC)C(=C(N2)I)CO